2-[[3-morpholinosulfonyl-6-(1H-pyrazolo[3,4-b]pyridin-5-yl)-4-quinolyl]amino]benzoic acid O1CCN(CC1)S(=O)(=O)C=1C=NC2=CC=C(C=C2C1NC1=C(C(=O)O)C=CC=C1)C=1C=C2C(=NC1)NN=C2